4-azacyclotridecane-11,13-dione C1CCNCCCCCCC(CC1=O)=O